FC1=C(C=C(N)C=C1)C[S@](=O)C |r| (+-)-4-fluoro-3-((methylsulfinyl)methyl)aniline